CC1=C(C=CC=C1)CCCO Methyl-benzenepropanol